4-methyl-N-[[3-methyl-2-(3-pyridyl)-1H-indol-5-yl]methyl]pyrimidine-5-carboxamide CC1=NC=NC=C1C(=O)NCC=1C=C2C(=C(NC2=CC1)C=1C=NC=CC1)C